(R)-6-(2-amino-3-(difluoromethoxy)propyl)-7-bromo-2-chloro-N-(furan-2-ylmethyl)pyrrolo[2,1-f][1,2,4]triazin-4-amine N[C@H](CC=1C=C2C(=NC(=NN2C1Br)Cl)NCC=1OC=CC1)COC(F)F